FCCCN1CC(C1)C1=NC(=CC=C1N)[C@H]1N([C@@H](CC2=C3C(=CC=C12)NN=C3)C)CC(F)(F)F (1-(3-fluoropropyl)azacyclobutane-3-yl)-6-((6S,8R)-8-methyl-7-(2,2,2-trifluoroethyl)-6,7,8,9-tetrahydro-3H-pyrazolo[4,3-f]isoquinolin-6-yl)pyridin-3-amine